NC1=NC(=NC(=C1)Cl)C12CC(C1)(C2)C(=O)O 3-(4-Amino-6-chloropyrimidin-2-yl)bicyclo[1.1.1]pentane-1-carboxylic acid